N-(5-(3'-Methyl-2'-oxo-2',3'-dihydrospiro[cyclobutane-1,1'-pyrrolo[2,3-c]quinolin]-8'-yl)-2-(4-methylpiperazin-1-yl)Pyridin-3-yl)benzenesulfonamide CN1C(C2(C3=C1C=NC=1C=CC(=CC31)C=3C=C(C(=NC3)N3CCN(CC3)C)NS(=O)(=O)C3=CC=CC=C3)CCC2)=O